FC=1C=CC(=NC1)NC1=NC=C(C(=O)NOC)C=C1 6-((5-fluoropyridin-2-yl)amino)-N-methoxynicotinamide